C1(CC1)[C@H](C=1C=CC2=C(NC(=N2)[C@H](C[C@@H]2CC(CC2)(F)F)NC(=O)C2=CC=NN2C(C)C)C1)NC(CC1CC(C1)(F)F)=O N-((S)-1-(6-((R)-Cyclopropyl(2-(3,3-difluorocyclobutyl)acetamido)methyl)-1H-benzo[d]imidazol-2-yl)-2-((R)-3,3-difluorocyclopentyl)ethyl)-1-isopropyl-1H-pyrazole-5-carboxamide